(S)-N-(1-(1,4-dibromo-6,7-dihydro-5H-cyclopenta[c]pyridin-3-yl)-2-(3,5-difluorophenyl)ethyl)-2-methylpropane-2-sulfinamide BrC1=NC(=C(C2=C1CCC2)Br)C(CC2=CC(=CC(=C2)F)F)N[S@@](=O)C(C)(C)C